BrC1=CC2=C(N(CC(CO2)OC)CC2=CC=C(C=C2)F)C=C1C 8-bromo-5-[(4-fluorophenyl)methyl]-3-methoxy-7-methyl-3,4-dihydro-2H-1,5-benzoxazepine